ClC(=C[C@H]1C([C@H]1C(=O)OCC1=CC(=CC=C1)OC1=CC=CC=C1)(C)C)Cl (3-phenoxyphenyl)-methyl (+)-cis-trans-3-(2,2-dichloroethenyl)-2,2-dimethylcyclopropanecarboxylate